C1=CC=CC=2C3=CC=CC=C3N(C12)C1=CC=C(C=CC2=CC=C(C=C2)C2=CC=C(C=C2)C=CC2=CC=C(C=C2)N2C3=CC=CC=C3C=3C=CC=CC23)C=C1 4,4'-Bis(4-(9H-carbazol-9-yl)styryl)biphenyl